CN1C2=C(OC[C@@H](C1=O)NC(C1=NC=CC(=C1)OC1=CC=CC=C1)=O)C=C(C=C2)C#CC2=NC=CC=C2 (S)-N-(5-Methyl-4-oxo-8-(pyridin-2-ylethynyl)-2,3,4,5-tetrahydrobenzo[b][1,4]oxazepin-3-yl)-4-phenoxypicolinamid